FC1(CN=CC=C1)C1=NC(=CC=C1)C(=O)NC=1C(=NN(C1)C)C1=NC=CC=C1 l-3'-fluoro-N-(1-methyl-3-(pyridin-2-yl)-1H-pyrazol-4-yl)-[2,3'-bipyridine]-6-carboxamide